N-(4-((3-chloro-4-fluorophenyl)amino)-7-(3-(4-((4-(2-(2,6-dioxopiperidin-3-yl)-6-fluoro-1,3-dioxoisoindolin-5-yl)piperidin-1-yl)methyl)piperidin-1-yl)propoxy)quinazolin-6-yl)acrylamide ClC=1C=C(C=CC1F)NC1=NC=NC2=CC(=C(C=C12)NC(C=C)=O)OCCCN1CCC(CC1)CN1CCC(CC1)C=1C=C2C(N(C(C2=CC1F)=O)C1C(NC(CC1)=O)=O)=O